3-chloro-2-(2-fluorophenyl)-3-phenylacrolein ClC(=C(C=O)C1=C(C=CC=C1)F)C1=CC=CC=C1